1-bromo-4-(bromomethyl)-5-fluoro-2-methyl-benzene BrC1=C(C=C(C(=C1)F)CBr)C